CNC1=NC=C(C2=CC(=NC=C12)NC1=NC=CC=C1)C1=NN2C(C=CC(=C2)N2C[C@H](OCC2)C)=N1 (R)-N1-methyl-4-(6-(2-methylmorpholino)[1,2,4]triazolo[1,5-a]pyridin-2-yl)-N6-(pyridin-2-yl)-2,7-naphthyridine-1,6-diamine